[Fe].[Li] lithium iron salt